1,3-dimethyl-pentene CC=CC(CC)C